7-Methoxy-6,7-dioxoheptanoic acid COC(C(CCCCC(=O)O)=O)=O